2-(3-methyl-4-(tert-butyl)phenyl)-N-((2-(2,6-dioxopiperidin-3-yl)-1-oxoisoindolin-4-yl)methyl)-2-oxoacetamide CC=1C=C(C=CC1C(C)(C)C)C(C(=O)NCC1=C2CN(C(C2=CC=C1)=O)C1C(NC(CC1)=O)=O)=O